Cl.ClC1=CC2=C(N(C(=N2)N2C[C@H]([C@@H](CC2)F)N)[C@H](C)C2=NC=C(C=C2)Cl)C=C1 (3R,4R)-1-(5-chloro-1-((R)-1-(5-chloropyridin-2-yl)ethyl)-1H-benzo[d]imidazol-2-yl)-4-fluoropiperidin-3-amine hydrochloride